C(#N)N=C(NC1(CC1)[C@H](CC1=CC=C(C=C1)O)N(C)C)NC1COC2=C(C=CC=C2C1)F 2-Cyano-1-(1-((S)-1-(dimethylamino)-2-(4-hydroxyphenyl)ethyl)cyclopropyl)-3-(8-fluoro-chroman-3-yl)guanidine